6-[4-(dimethylamino)-5,6-difluoro-8-(methylamino)-9H-pyrido[2,3-b]indol-3-yl]-4-oxo-1-(4-pyridylmethyl)-1,8-naphthyridine-3-carboxylic acid CN(C1=C(C=NC=2NC3=C(C=C(C(=C3C21)F)F)NC)C=2C=C1C(C(=CN(C1=NC2)CC2=CC=NC=C2)C(=O)O)=O)C